9,9'-(2-cyano-5-(4,6-diphenyl-1,3,5-triazin-2-yl)-1,3-phenylene)bis(9H-carbazole-3,6-dicarbonitrile) C(#N)C1=C(C=C(C=C1N1C2=CC=C(C=C2C=2C=C(C=CC12)C#N)C#N)C1=NC(=NC(=N1)C1=CC=CC=C1)C1=CC=CC=C1)N1C2=CC=C(C=C2C=2C=C(C=CC12)C#N)C#N